ClC=1C(=NC(=NC1)NC1=C(C=C(C=C1)N1CCC(CC1)NCCC=1C=C2CN(C(C2=CC1)=O)C1C(NC(CC1)=O)=O)OC)NC1=C(C=CC=C1)P(=O)(OC)OC 3-(5-(2-((1-(4-((5-chloro-4-((2-(dimethylphosphono)phenyl)amino)pyrimidin-2-yl)amino)-3-methoxyphenyl)piperidin-4-yl)amino)ethyl)-1-oxoisoindolin-2-yl)piperidine-2,6-dione